C(N)(=O)C1=CC(=NC2=C1N=CN=C2N[C@@H]2CN(C[C@H](C2)F)C(=O)OC(C)(C)C)C2=CC=C(C=C2)OCC2(CCCC2)O tert-butyl (3S,5S)-3-[(8-carbamoyl-6-{4-[(1-hydroxycyclopentyl) methoxy] phenyl} pyrido[3,2-d]pyrimidin-4-yl) amino]-5-fluoropiperidine-1-carboxylate